6-methoxy-3-methyl-4-(1-(1-methylazetidin-3-yl)-1H-benzo[d]imidazol-2-yl)benzene-1,2-diol COC=1C=C(C(=C(C1O)O)C)C1=NC2=C(N1C1CN(C1)C)C=CC=C2